FC1=CC=2N(C=C1N=C(C1=CC=CC=C1)C1=CC=CC=C1)N=C(N2)C N-(7-fluoro-2-methyl-[1,2,4]triazolo[1,5-a]pyridin-6-yl)-1,1-diphenylmethanimine